NN1C2=NC=NC=C2N=C1 9-aminopurine